[4-(5-chlorooxazolo[4,5-b]pyridin-2-yl)piperazin-1-yl]-[4-[1-(2,2,2-trifluoroethyl)triazol-4-yl]phenyl]methanone ClC1=CC=C2C(=N1)N=C(O2)N2CCN(CC2)C(=O)C2=CC=C(C=C2)C=2N=NN(C2)CC(F)(F)F